5-(2-(8-(Cyclopropylmethyl)-1,4-dioxaspiro[4.5]decan-8-yl)ethyl)isoxazole C1(CC1)CC1(CCC2(OCCO2)CC1)CCC1=CC=NO1